OC(CP(O)(O)=O)P(O)(O)=O hydroxyethylenedi(phosphonic acid)